1-(4-methoxyphenyl)-2,5-dimethyl-1H-pyrrole COC1=CC=C(C=C1)N1C(=CC=C1C)C